FC1CN(CC1)C1=CC=C(C=N1)C=1SC(=CN1)C(=O)N 2-(6-(3-fluoropyrrolidin-1-yl)pyridin-3-yl)thiazole-5-carboxamide